C(C)(C)(C)OC(=O)N[C@@H]1[C@H](CC(CC1)O[Si](C)(C)C(C)(C)C)C(=O)OCC ethyl (1S,2S)-2-((tert-butoxycarbonyl)amino)-5-((tert-butyldimethylsilyl)oxy)cyclohexane-1-carboxylate